((1r,4r)-4-((6-bromoquinazolin-2-yl)amino)cyclohexyl)carbamic acid 1-tert-butyl ester C(C)(C)(C)OC(NC1CCC(CC1)NC1=NC2=CC=C(C=C2C=N1)Br)=O